C1=CC=CC=2C3=CC=CC=C3C(C12)COC(=O)N[C@H](C(=O)O)CC1=CC=C(C=C1)C(F)(F)F (2S)-2-({[(9H-fluoren-9-yl)methoxy]carbonyl}amino)-3-[4-(trifluoromethyl)phenyl]propanoic acid